ammonium acetate imidazolium salt N1C=[NH+]C=C1.C(C)(=O)[O-].[NH4+].C(C)(=O)[O-]